tert-butyl N-cyclopropyl-N-(4-piperidyl)carbamate C1(CC1)N(C(OC(C)(C)C)=O)C1CCNCC1